methacrylic acid, amide C(C(=C)C)(=O)N